7-Methoxy-4-(methylamino)-1-phenylpyrido[2,3-d]pyrimidin-2(1H)-one COC=1C=CC2=C(N(C(N=C2NC)=O)C2=CC=CC=C2)N1